C1(CC1)[C@]1(C(NC(N1)=O)=O)CCC(=O)N1[C@H](C2=CC(=C(C=C2C1([2H])[2H])Cl)Cl)C (S)-5-cyclopropyl-5-(3-((S)-5,6-dichloro-1-methylisoindolin-2-yl-3,3-d2)-3-oxopropyl)imidazolidine-2,4-dione